tert-butyl rel-(4aR,8aR)-8,8-difluoro-3-oxohexahydro-2H-pyrido[4,3-b][1,4]oxazine-6(5H)-carboxylate FC1(CN(C[C@@H]2[C@H]1OCC(N2)=O)C(=O)OC(C)(C)C)F |o1:5,6|